CC1=NC=CC=C1C#N Methyl-pyridine-3-carbonitrile